iridous sulfate S(=O)(=O)([O-])[O-].[Ir+2]